FC1=C2C=NC=NC2=C(C=C1)C(=O)N 5-fluoroquinazoline-8-carboxamide